5-[(1R,4R)-2-oxa-5-azabicyclo[2.2.1]heptan-5-yl]pyrazolo[1,5-a]pyrimidine-3-carboxamide [C@H]12OC[C@H](N(C1)C1=NC=3N(C=C1)N=CC3C(=O)N)C2